OCC1=CC=C(N=N1)NC(OC(C)(C)C)=O tert-butyl (6-(hydroxymethyl)pyridazin-3-yl)carbamate